2-butyl-1-(4-((nonadecylamino)methyl)benzyl)-1H-imidazo[4,5-c]quinolin-4-amine C(CCC)C=1N(C2=C(C(=NC=3C=CC=CC23)N)N1)CC1=CC=C(C=C1)CNCCCCCCCCCCCCCCCCCCC